C1(=C(C=CC=C1)C(C(=O)O)=NOC)C.OB1OCC2=C1C=CC(=C2)C2(C(NC1=C(C=CC=C21)C(F)(F)F)=O)C2=CC=C(C=C2)OC(F)(F)F 3-(1-hydroxy-1,3-dihydrobenzo[c][1,2]oxaborol-5-yl)-3-(4-(trifluoromethoxy)phenyl)-7-(trifluoromethyl)indolin-2-one 2-(2-tolyl)-2-methoxyiminoacetate